Methyl-(2S)-pyrrolidine CN1CCCC1